tert-butyl 4-(7-fluoro-1-((2-(trimethylsilyl)ethoxy)methyl)-1H-indazol-6-yl)piperidine-1-carboxylate FC=1C(=CC=C2C=NN(C12)COCC[Si](C)(C)C)C1CCN(CC1)C(=O)OC(C)(C)C